C(=O)(OC(C)(C)C)N(CCCl)CCCl N-boc-N,N-bis(2-chloroethyl)amine